[C@@H]1(C[C@H](O)[C@H](O1)CO)N1C=2N=C(NC(C2N=C1)=O)N 9-(2-Deoxy-β-D-ribofuranosyl)guanine